C=1N=CN2C1C1=CC=CC=C1[C@H]2[C@H]2CCC([C@@H]2O)(C)C (1R,5R)-5-((R)-5H-imidazo[5,1-a]isoindol-5-yl)-2,2-dimethylcyclopentan-1-ol